CC1(OCCC1=O)C 2,2-dimethyldihydrofuran-3(2H)-one